5-(5-(ethylsulfonyl)-6-(5-methyl-3-(trifluoromethyl)-1H-pyrazol-1-yl)pyridin-3-yl)-2-(trifluoromethyl)pyrazolo[1,5-a]pyrimidine C(C)S(=O)(=O)C=1C=C(C=NC1N1N=C(C=C1C)C(F)(F)F)C1=NC=2N(C=C1)N=C(C2)C(F)(F)F